O=C1N(CCC(N1)=O)C1=CC=C(C=C1)C#CCCNC(OC(C)(C)C)=O tert-butyl (4-(4-(2,4-dioxotetrahydropyrimidin-1(2H)-yl)phenyl)but-3-yn-1-yl)carbamate